CN1CC2(C1)CCN(CC2)C(=O)N 2-methyl-2,7-diazaspiro[3.5]Nonane-7-carboxamide